3,3,5-trimethyl-8-(trifluoromethyl)-1,2,3,4-tetrahydroquinoxalin-2-one CC1(C(NC2=C(C=CC(=C2N1)C)C(F)(F)F)=O)C